1-(4-fluoro-2-methoxyphenyl)-5-(trifluoromethyl)-1H-pyrazole-4-carboxylic acid FC1=CC(=C(C=C1)N1N=CC(=C1C(F)(F)F)C(=O)O)OC